4-Chloro-N-cyclopropyl-2-methoxy-1H-imidazole-1-carboxamide ClC=1N=C(N(C1)C(=O)NC1CC1)OC